COC1=C(C=NC(=C1)C(F)(F)F)[C@H]1[C@@H](O[C@@]([C@@H]1C)(C(F)(F)F)C)C(=O)NC1=CC(=NC=C1)C(=O)N |&1:15| (2R,3S,4R,SR)-4-[[3-[4-methoxy-6-(trifluoromethyl)-3-pyridyl]-4,5-dimethyl-5-(trifluoromethyl)tetrahydrofuran-2-carbonyl]amino]pyridine-2-carboxamide